5-((((3S,4S)-8-(6-amino-5-((2-aminopyridin-4-yl)thio)pyrazin-2-yl)-3-methyl-2-oxa-8-azaspiro[4.5]decan-4-yl)amino)methyl)-2-(2,6-dioxopiperidin-3-yl)-4-fluoroisoindoline-1,3-dione NC1=C(N=CC(=N1)N1CCC2([C@@H]([C@@H](OC2)C)NCC=2C(=C3C(N(C(C3=CC2)=O)C2C(NC(CC2)=O)=O)=O)F)CC1)SC1=CC(=NC=C1)N